I.IN1CCOCC1 N-iodomorpholine hydroiodide